2-methoxy-4-(4,4,5,5-tetramethyl-1,3,2-dioxaborolan-2-yl)quinoline COC1=NC2=CC=CC=C2C(=C1)B1OC(C(O1)(C)C)(C)C